O=C1NC(CC[C@@H]1NC(=O)C=1C=NC=CC1)=O N-[(3S)-2,6-dioxo-3-piperidinyl]pyridine-3-carboxamide